C(C)(C)(C)OC(=O)N1C[C@@H]([C@H](C1)C1=CC=CC=C1)CO (3R,4S)-3-(hydroxymethyl)-4-phenylpyrrolidine-1-carboxylic acid tert-butyl ester